FC(COC)(F)C=1C(=C(C=CC1)[C@@H](C)NC=1C2=C(N=C(N1)C)C=NC(=C2)P(=O)(C)C)F N-{(1R)-1-[3-(1,1-difluoro-2-methoxyethyl)-2-fluorophenyl]ethyl}-6-(dimethylphosphoryl)-2-methylpyrido[3,4-d]pyrimidin-4-amine